CC(C)C[C@@H](C(=O)NCC(=O)NC1=CC2=CC=CC=C2C=C1)N The molecule is an N-(2-naphthyl)carboxamide obtained by formal condensation of the carboxy group of L-leucylglycine with the amino group of 2-naphthylamine. It has a role as a chromogenic compound. It is a N-(2-naphthyl)carboxamide and a dipeptide.